[Ca+2].CC(CC(C(=O)[O-])C(=O)[O-])CCC 2-(2-methylpentyl)malonic acid calcium salt